CC1(CCC1)NC(NC=1C=C2N=CC(N(C2=CC1)[C@@H](C)C1=CC(=CC=C1)C(F)(F)F)=O)=O 3-(1-methylcyclobutyl)-1-{2-oxo-1-[(1S)-1-[3-(trifluoromethyl)phenyl]ethyl]quinoxalin-6-yl}urea